trans-N1-(5-(3-methylimidazo[1,2-a]pyrimidin-6-yl)pyrrolo[2,1-f][1,2,4]triazin-2-yl)cyclohexane-1,4-diamine CC1=CN=C2N1C=C(C=N2)C=2C=CN1N=C(N=CC12)N[C@@H]1CC[C@H](CC1)N